C1(=CC=CC=2C=CC=3C=C4C=CC=CC4=CC3C21)C2=C1C(=C(C(=C(C1=C(C=1C(=C(C(=C(C21)[2H])[2H])[2H])[2H])[2H])[2H])[2H])[2H])C2=C(C=CC=C2)C2=CC=CC1=CC=CC=C21 benzanthracenyl(naphthylphenyl)anthracene-d8